2-(2H-benzotriazol-2-yl)-4,6-dioctylphenol N=1N(N=C2C1C=CC=C2)C2=C(C(=CC(=C2)CCCCCCCC)CCCCCCCC)O